(S)-5,6-dibromo-2-methyl-2,3-dihydroimidazolo[2,1-b]Oxazole BrC1=C(N=C2O[C@H](CN21)C)Br